C(#N)C=1C(=NC(=NC1)N[C@H]1C[C@H](CCC1)N1CC2=CC=C(C=C2C1=O)NC(\C=C\C)=O)OC (E)-N-(2-((1S,3R)-3-((5-Cyano-4-methoxypyrimidin-2-yl)amino)cyclohexyl)-3-oxoisoindolin-5-yl)but-2-enamide